FC(C(=O)O)(F)F.FC(C(=O)O)(F)F.FC(C(=O)O)(F)F.[B] boron tris(trifluoroacetic acid)